Cl.NC1CCC2(CCC(N2)=O)CC1 (5s,8s)-8-amino-1-azaspiro[4.5]decan-2-one HCl